2-benzyloxy-4-[(3S)-3-[tert-butyl-(dimethyl)silyl]oxybutoxy]-2-(trifluoromethyl)butanoyl-hydrazine C(C1=CC=CC=C1)OC(C(=O)NN)(CCOCC[C@H](C)O[Si](C)(C)C(C)(C)C)C(F)(F)F